racemic-ethyl (1R,6S)-2,2,6-trimethylcyclohexanecarboxylate CC1([C@@H]([C@H](CCC1)C)C(=O)OCC)C |r|